Trans-4-(4-bromo-1H-pyrazol-1-yl)cyclohexanecarbohydrazide BrC=1C=NN(C1)[C@@H]1CC[C@H](CC1)C(=O)NN